N1N=C(C2=CC=CC=C12)C1=NN(C=C1)C=1C=CC2=C(N=C(O2)N2CCOCC2)C1 5-(3-(1H-indazol-3-yl)-1H-pyrazol-1-yl)-2-morpholino-benzo[d]oxazole